C=1CN(CC=C2C1C1=CC=CC=C1C=C2)C(=O)N naphtho[1,2-d]azepine-3(4H)-carboxamide